C1(CCCC2C(CCCC12)CO)CO 5-decahydronaphthalenedimethanol